COC(C(CC=1C=NN(C1)C)N)=O 2-Amino-3-(1-methyl-1H-pyrazol-4-yl)propionic acid methyl ester